6-cyano-7-(5,7-dihydro-6H-pyrrolo[3,4-b]pyridin-6-yl)-1-(6-meth-oxypyridin-3-yl)-4-oxo-1,4-dihydro-quinoline-3-carboxylic acid C(#N)C=1C=C2C(C(=CN(C2=CC1N1CC2=NC=CC=C2C1)C=1C=NC(=CC1)OC)C(=O)O)=O